5-Benzyl-norbornene C(C1=CC=CC=C1)C1C2C=CC(C1)C2